ClC1=CC(=NC(=N1)N1CCOCC1)NC[C@@H](C)O (R)-1-((6-chloro-2-morpholinopyrimidin-4-yl)amino)propan-2-ol